N1=C(C=CC=C1)C=1N=C(C2=C(N1)SC=C2)NCCCC2=CC=C(C=C2)C(F)(F)F 2-(pyridin-2-yl)-N-(3-(4-(trifluoromethyl)phenyl)propyl)thieno[2,3-d]pyrimidin-4-amine